FC1=C(C=CC=C1)C=1NC(=NN1)S 5-(2-fluorophenyl)-4H-[1,2,4]-triazole-3-thiol